1-ethyl-3-methylimidazolium tris(trifluoromethylsulfonyl)methide [C-](S(=O)(=O)C(F)(F)F)(S(=O)(=O)C(F)(F)F)S(=O)(=O)C(F)(F)F.C(C)N1C=[N+](C=C1)C